CCCCCCCC/C=C\\C/C=C\\C/C=C\\CCCC(=O)OC[C@H](COP(=O)([O-])OCC[N+](C)(C)C)O The molecule is a lysophosphatidylcholine 20:3 in which the acyl group at position 1 is (5Z,8Z,11Z)-icosatrienoyl (meadoyl) and the hydroxy group at position 2 is unsubstituted. It is a lysophosphatidylcholine 20:3 and a 1-O-acyl-sn-glycero-3-phosphocholine. It derives from a (5Z,8Z,11Z)-icosatrienoic acid.